(6S,E)-methyl 7-(1-(2-((1R,2R,4S)-bicyclo[2.2.1]heptan-2-ylamino)-2-oxoethyl)-2-oxo-1,2-dihydropyridin-3-ylamino)-6-(2,5-dichlorothiophene-3-carboxamido)-7-oxohept-2-enoate [C@@H]12[C@@H](C[C@@H](CC1)C2)NC(CN2C(C(=CC=C2)NC([C@H](CC/C=C/C(=O)OC)NC(=O)C2=C(SC(=C2)Cl)Cl)=O)=O)=O